N1C=NC(=C1)[C@H](C(=O)N[C@H](C(=O)OC(C)C)CCC(C=[N+]=[N-])=O)OC isopropyl (S)-2-((R)-2-(1H-imidazol-4-yl)-2-methoxyacetamido)-6-diazo-5-oxohexanoate